ClC=1C=C2[C@](CCOC2=C(C1)CCC(=O)O)(C)C=1N=C(NC1)C1=C(C=CC(=C1)OC=1C(=C2C=CNC2=C(C1F)F)[S@](=O)C)F 3-[(4R)-6-chloro-4-[2-[5-[[6,7-difluoro-4-[(R)-methylsulfinyl]-1H-indol-5-yl]oxy]-2-fluoro-phenyl]-1H-imidazol-4-yl]-4-methyl-chroman-8-yl]propanoic acid